O=C1N(CCC(N1)=O)C1=NN(C2=C(C(=CC=C12)N1CC2(CN(C2)C(=O)OC(C)(C)C)C1)F)C tert-butyl 6-[3-(2,4-dioxohexahydropyrimidin-1-yl)-7-fluoro-1-methyl-indazol-6-yl]-2,6-diazaspiro[3.3]heptane-2-carboxylate